COC([C@@H](NC(=O)OCCCC1=CC=CC=C1)CC1=CC=CC=C1)=O ((3-Phenylpropoxy)carbonyl)-L-phenylalanine methyl ester